7-bromo-3-ethylquinazoline-2,4(1H,3H)-dione BrC1=CC=C2C(N(C(NC2=C1)=O)CC)=O